C(C)OC1=C(C=CC=C1)CCN[C@@H](CC=1C=CC(=C(C1)S(=O)(=O)N)OC)C 5-[(2R)-2-{[2-(2-ethoxyphenyl)ethyl]amino}propyl]-2-methoxybenzenesulfonamide